CC1NC(=NC2=CC(=CC=C12)C(F)(F)F)C1=CC=C(C=C1)O 4-[4-methyl-7-(trifluoromethyl)-3,4-dihydroquinazolin-2-yl]Phenol